ClC1=NC=NC2=CC(=C(C=C12)[N+](=O)[O-])F 4-chloro-7-fluoro-6-nitro-quinazoline